OC(C)C=1C=CC(=NC1)CCOC1=CC=C(C=C1)CC1C(NC(S1)=O)=O racemic-5-[[4-[2-[5-(1-hydroxyethyl)pyridin-2-yl]ethoxy]phenyl]methyl]-1,3-thiazolidine-2,4-dione